FC1=CC=C(C=C1)C1=NC=C(C(=C1)C1=CC=NN1C1OCCCC1)[N+](=O)[O-] 2-(4-fluorophenyl)-5-nitro-4-(1-(tetrahydro-2H-pyran-2-yl)-1H-pyrazol-5-yl)pyridine